1-[(4S)-8-chlorochroman-4-yl]-3-[1-[4-(1-hydroxy-1-methyl-ethyl)phenyl]pyrazol-3-yl]urea ClC=1C=CC=C2[C@H](CCOC12)NC(=O)NC1=NN(C=C1)C1=CC=C(C=C1)C(C)(C)O